6-bromo-4-(6-(6-((6-methoxypyridin-3-yl)methyl)-3,6-diazabicyclo[3.1.1]heptane-3-yl)pyridin-3-yl)pyrazolo[1,5-a]pyridine-3-carbonitrile BrC=1C=C(C=2N(C1)N=CC2C#N)C=2C=NC(=CC2)N2CC1N(C(C2)C1)CC=1C=NC(=CC1)OC